((1H-benzo[d]imidazol-2-yl)methyl)-1H-benzo[d]imidazole-5-carboxamidine dihydrochloride Cl.Cl.N1C(=NC2=C1C=CC=C2)CN2C=NC1=C2C=CC(=C1)C(=N)N